ethyl thieno[3,2-c]pyridine-2-carboxylate S1C(=CC=2C=NC=CC21)C(=O)OCC